COC(=O)C1=CC2=C(C3=C(N=C(N=C3Cl)CC3=CC4=CC=CC=C4C=C3)N2)N=C1 4-chloro-2-(naphthalen-2-ylmethyl)-9H-pyrido[2',3':4,5]Pyrrolo[2,3-d]Pyrimidine-7-carboxylic acid methyl ester